sulfydryl-undecanamine hydrochloride Cl.SC(CCCCCCCCCC)N